COCC(CC)(CC)COC 3,3-bis(methoxymethyl)pentane